C1(CC1)N1CCCC2(CN(C2)C=2N=CC(=NC2)C(=O)NC=2C=C(C=3N(C2)C=C(N3)C)F)C1 5-(8-cyclopropyl-2,8-diazaspiro[3.5]nonan-2-yl)-N-(8-fluoro-2-methyl-imidazo[1,2-a]pyridin-6-yl)pyrazine-2-carboxamide